P(=O)(=O)S(=O)(=O)Cl.[Li] lithium phosphosulfuryl-chlorine